NC1=C2C(=NC=N1)N(N=C2C2=CC=C(C=C2)OC2=CC=CC=C2)C2CCN(CC2)CC2CCN(CC2)CCN2CCC(CC2)C=2C=C1C(N(C(C1=CC2)=O)C2C(NC(CC2)=O)=O)=O 5-(1-(2-(4-((4-(4-amino-3-(4-phenoxyphenyl)-1H-pyrazolo[3,4-d]pyrimidin-1-yl)piperidin-1-yl)methyl)piperidin-1-yl)ethyl)piperidin-4-yl)-2-(2,6-dioxopiperidin-3-yl)isoindoline-1,3-dione